2-{1-methyl-1-[(1r,4R)-4-(benzyloxy)cyclohexyl]ethylamino}-1-ethanol CC(C)(C1CCC(CC1)OCC1=CC=CC=C1)NCCO